CN1CCC(CC1)NC1=CC=C(C(=O)NC2=CC(=NN2)C=2C=CC3=C(N(C=N3)C3=CC=C(C=C3)N)C2)C=C1 4-((1-methylpiperidin-4-yl)amino)-N-(3-(1-(4-aminophenyl)-1H-benzo[d]imidazol-6-yl)-1H-pyrazol-5-yl)benzamide